C(C1=CC=CC=C1)OC1=CN=C(C(=C1C=O)Cl)F 5-(benzyloxy)-3-chloro-2-fluoroisonicotinaldehyde